C(#N)C1=C(C=CC=C1)[N+]#[C-] cyanophenylisocyanide